C(CCC)OC([C@@H](N)CCCCNC(=O)OC(C)(C)C)=O.[Si](C)(C)(C(C)(C)C)OC(C(C)C)C=1N(C=C(N1)I)C12CC(C1)(C2)N2CCC(CC2)=O 1-(3-(2-(1-((tert-butyldimethylsilyl)oxy)-2-methylpropyl)-4-iodo-1H-imidazol-1-yl)bicyclo[1.1.1]Pentane-1-yl)piperidin-4-one Butyl-N6-(tert-butoxycarbonyl)lysinate